ClC1=C(C=C(C=C1)S(NC1CC1)(=O)=O)C1=C(C(=CC=C1)NC(=O)[C@H]1N(C[C@@H](C1)F)C(=O)OC(C)(C)C)F Tert-butyl (2S,4R)-2-((2'-chloro-5'-(N-cyclopropylsulfamoyl)-2-fluoro-[1,1'-biphenyl]-3-yl) carbamoyl)-4-fluoropyrrolidine-1-carboxylate